CC=1C(=NC(=CC1C(F)(F)F)C)C(=O)O 3,6-dimethyl-4-(trifluoromethyl)picolinic acid